COC(C(C(C)O)NC1=C(C(=C(C=C1)Br)F)[N+](=O)[O-])=O 2-(4-bromo-3-fluoro-2-nitro-anilino)-3-hydroxy-butyric acid methyl ester